ClC1=CC=C(C=C1)C1CCN(CC1)CC=1C=C2C(N(C(C2=CC1)=O)N1C(NC(CC1)=O)=O)=O 5-((4-(4-chlorophenyl)piperidin-1-yl)methyl)-2-(2,4-dioxotetrahydropyrimidine-1(2H)-yl)isoindoline-1,3-dione